N1(C=CCC1)C(=O)C1=CC=C(C=C1)Br 4-(pyrrolinyl-carbonyl)bromobenzene